1-ethyl-2-(2-(trifluoromethyl)pyrimidin-5-yl)-2,8-diazaspiro[4.5]decan-3-one hydrochloride Cl.C(C)C1N(C(CC12CCNCC2)=O)C=2C=NC(=NC2)C(F)(F)F